tert-butyl (2R)-4-(((benzyloxy)carbonyl)amino)-2-(hydroxyl methyl)pyrrolidine-1-carboxylate C(C1=CC=CC=C1)OC(=O)NC1C[C@@H](N(C1)C(=O)OC(C)(C)C)CO